NC1=NN(C=2CN(CCC21)S(=O)(=O)C(C)(C)C)C(=O)C2CCNC1=CC=C(C=C21)F (3-amino-6-(tert-butylsulfonyl)-4,5,6,7-tetrahydropyrazolo[3,4-c]pyridin-1-yl)(6-fluoro-1,2,3,4-tetrahydroquinolin-4-yl)methanone